2-amino-5-(2-bromophenyl)-1,3,4-thiadiazole NC=1SC(=NN1)C1=C(C=CC=C1)Br